(+/-)-trans-methyl 3-((2-chloro-6-(1-methylpyrazol-4-yl)pyrimidin-4-yl)amino)bicyclo[2.2.2]octane-2-carboxylate ClC1=NC(=CC(=N1)NC1C(C2CCC1CC2)C(=O)OC)C=2C=NN(C2)C